5-benzyl-N-(4-phenoxyphenyl)-1,5-dihydro-1,4,5,6,8-pentaaza-acenaphthylen-3-amine C(C1=CC=CC=C1)N1N=C(C2=CNC=3N=CN=C1C32)NC3=CC=C(C=C3)OC3=CC=CC=C3